octadecadiene-14-carboxylic acid C=CC=CCCCCCCCCCC(CCCC)C(=O)O